(±)-2,2-bis(diphenylphosphino)-1,1-binaphthyl C1(=CC=CC=C1)P(C1(C(=C2C=CC=CC2=CC1)C1=CC=CC2=CC=CC=C12)P(C1=CC=CC=C1)C1=CC=CC=C1)C1=CC=CC=C1